N-(5-(5-cyanopyridin-2-yl)thiazolo[5,4-b]pyridin-2-yl)-5-(2-methoxyphenyl)pyridazine-4-carboxamide C(#N)C=1C=CC(=NC1)C1=CC=C2C(=N1)SC(=N2)NC(=O)C2=CN=NC=C2C2=C(C=CC=C2)OC